([(azetidin-3-yl)amino]oxy)propane-1,3-diol trifluoroacetate FC(C(=O)O)(F)F.N1CC(C1)NOC(CCO)O